oct-4-en-1,8-dinitrile C(CCC=CCCC#N)#N